(2S)-2-amino-4-{[(1R)-1-[(carboxymethyl)carbamoyl]-2-mercaptoethyl]carbamoyl}butyric acid N[C@H](C(=O)O)CCC(N[C@@H](CS)C(NCC(=O)O)=O)=O